C(CCC)C1CCN(CC1)C1=CC=C(N)C=C1 4-(4-butylpiperidin-1-yl)aniline